C(C)(C)(C)OC(=O)NC(C(=O)O)(C)C 2-(tert-butoxycarbonylamino)-2-methyl-propanoic acid